C(C)(C)(C)OC(NC1CCC(CC1)[C@H](C)NC)=O (S)-(4-(1-(methylamino)ethyl)cyclohexyl)carbamic acid tert-butyl ester